5,6-dichloro-pyrimidin-4-ylamine ClC=1C(=NC=NC1Cl)N